[7-[2,2-bis[7-(2-butyloctanoyloxy)heptanoyloxymethyl]-3-hydroxy-propoxy]-7-oxo-heptyl] 2-butyloctanoate C(CCC)C(C(=O)OCCCCCCC(=O)OCC(CO)(COC(CCCCCCOC(C(CCCCCC)CCCC)=O)=O)COC(CCCCCCOC(C(CCCCCC)CCCC)=O)=O)CCCCCC